[Sb].[As].[In].[Al] aluminum indium arsenic antimony